3-(2-o-methoxyphenyloxyethyl)amino-6-chloropyridazine COC1=C(C=CC=C1)OCCNC=1N=NC(=CC1)Cl